CC(=CCP(C)C)C=C(C)C 2,4-dimethylpentadienyl-trimethylphosphine